(S)-3-(2-(Benzyloxy)-4-fluorophenyl)-4-methyl-4,5-dihydro-1H-pyrazole-1-carboximidamide C(C1=CC=CC=C1)OC1=C(C=CC(=C1)F)C1=NN(C[C@@H]1C)C(N)=N